2-(2H-benzotriazol-2-yl)-6-undecyl-4-hexylphenol N=1N(N=C2C1C=CC=C2)C2=C(C(=CC(=C2)CCCCCC)CCCCCCCCCCC)O